C(C)(C)(C)OC(N(C)CCO)=O.CC1=CC(=CC=C1)\C=C\S(=O)(=O)C1=CC=CC=C1 (E)-1-methyl-3-(2-(benzenesulfonyl)vinyl)benzene tert-butyl-N-(2-hydroxyethyl)-N-methylcarbamate